CS=C(C#CC(C)(C)N(C)CCOCC1=CC(=CC=C1)F)[O-].N(=[N+]=[N-])CCC1=CN=CN1CCC(C(=O)[O-])(C)C.C(C)(=O)C1=CC=C(C=C1)S(=O)(=O)C1=CC=C(C=C1)[SH2+].C(C)(=O)C1=CC=C(C=C1)S(=O)(=O)C1=CC=C(C=C1)[SH2+] [4-(4-acetylphenyl)sulfonylphenyl]sulfonium (5-(2-Azidoethyl)-1H-imidazol-1-yl)methyl-pivalate S-methyl-4-[2-[(3-fluorophenyl)methoxy]ethyl-methyl-amino]-4-methyl-pent-2-ynethioate